FC(C1=CC=C(O[C@H]2CN(CC2)C2=CC=C(C(=O)OC)C=C2)C=C1)(F)F methyl (R)-4-(3-(4-(trifluoromethyl)phenoxy) pyrrolidin-1-yl)benzoate